disodium 2-aminopropionyl-urea acetate C(C)(=O)[O-].NC(C(=O)NC(=O)N)C.[Na+].[Na+].C(C)(=O)[O-]